(Z)-2-(1-(4-(2-Chloro-4-fluorophenoxy)benzylidene)-5-fluoro-2-methyl-1H-inden-3-yl)acetic acid ClC1=C(OC2=CC=C(\C=C/3\C(=C(C4=CC(=CC=C34)F)CC(=O)O)C)C=C2)C=CC(=C1)F